N1=C(C=CC=2CCCCC12)NC(=O)C1=C(C(=O)O)C=C(C=C1)C(F)(F)F 2-[(5,6,7,8-tetrahydroquinolin-2-yl)carbamoyl]-5-(trifluoromethyl)benzoic acid